ClC=1C=C(OC=2C(=NC(=NC2)C)C=2N[C@@H](CCN2)CC2=C(C=C(C=C2)C)C)C=CC1 |r| 5-(3-chlorophenoxy)-2-methyl-4-[(6RS)-6-[(2,4-dimethyl-phenyl)methyl]-1,4,5,6-tetrahydropyrimidin-2-yl]pyrimidine